4-{[6-(5-chloro-2-fluorophenyl)pyridazin-4-yl]amino}-quinolin-7-yl 4-[2-(1-methyl-piperidin-4-yl)ethyl]piperazine-1-carboxylate CN1CCC(CC1)CCN1CCN(CC1)C(=O)OC1=CC=C2C(=CC=NC2=C1)NC1=CN=NC(=C1)C1=C(C=CC(=C1)Cl)F